copper-nickel-tin-titanium [Ti].[Sn].[Ni].[Cu]